CNC1CN(C1)C(=O)O[C@@H]1CC[C@H](CC1)C(N(C[C@@H]1CC[C@H](CC1)C1=CC(=C(C=C1)OC)C)C1=CC(=CC=C1)C=1C=NN(C1)C1CC1)=O trans-4-((3-(1-Cyclopropyl-1H-pyrazol-4-yl)phenyl)((trans-4-(4-methoxy-3-methyl-phenyl)cyclohexyl)-methyl)carbamoyl)-cyclohexyl 3-(methyl-amino)azetidine-1-carboxylate